2-[2-fluoro-5-methyl-4-(1-piperidyl-methyl)phenyl]-4-[[5-(4-hydroxy-1-piperidyl)-2-pyridyl]amino]-6H-1,6-naphthyridin-5-one FC1=C(C=C(C(=C1)CN1CCCCC1)C)C1=NC=2C=CNC(C2C(=C1)NC1=NC=C(C=C1)N1CCC(CC1)O)=O